C1(C(C1)C=1N(C(C2=CC(=CC(=C2C1)[C@@H](C)NC=1C(=NC(=CC1)C)C(=O)OC)F)=O)C)C1CC1 methyl 3-(((R)-1-(3-(trans-[1,1'-bi(cyclopropan)]-2-yl)-7-fluoro-2-methyl-1-oxo-1,2-dihydroisoquinolin-5-yl)ethyl)amino)-6-methylpicolinate